[Br-].C(C1=CC=CC=C1)N1C=NC(=C1C1=CC=C(C=C1)F)C1=CC=C(C=C1)F N3-benzyl-4,5-bis(4'-fluorophenyl)imidazole bromide